1-(2-bromoethyl)pyrrole BrCCN1C=CC=C1